O=C1N(C(CC1)=O)C(=O)OCC1C2=CC=CC=C2C=2C=CC=CC12 9H-fluoren-9-ylmethyl 2,5-dioxopyrrolidine-1-carboxylate